C(CC)N propanamin